N(C(=O)C)C=1N=C2N(N=C(C=C2)C=2C=C(C(=NC2)C)C(=O)N(C)[C@H](C)C2=C(C=CC(=C2)OC(F)(F)F)F)C1 5-{2-Acetaminoimidazo[1,2-b]pyridazin-6-yl}-N-[(1R)-1-[2-fluoro-5-(trifluoromethoxy)phenyl]ethyl]-N,2-dimethylpyridine-3-carboxamide